[Zn].C(=O)C=1C=CC(=NC1)NC(C1=CC=CC=C1)=O N-(5-formylpyridin-2-yl)benzamide Zinc